CC=1C=C(C=CC1C=1C=C2C=NN(C2=CC1)C)NC(C[C@H]1C[C@H](N(C1)C=1C2=C(N=C(N1)C)C1=C(O2)C=CC=C1)C(=O)O)=O (2S,4R)-4-(2-((3-methyl-4-(1-methyl-1H-indazol-5-yl)phenyl)amino)-2-oxoethyl)-1-(2-methylbenzofuro[3,2-d]pyrimidin-4-yl)pyrrolidine-2-carboxylic acid